4-((1'-(4-amino-5-methoxy-2-(1-methyl-1H-pyrazol-4-yl)phenyl)-[4,4'-Bipiperidin-1-yl]methyl)piperidin-1-yl)-2-(2,6-dioxopiperidin-3-yl)isoindoline-1,3-dione NC1=CC(=C(C=C1OC)N1CCC(CC1)C1CCN(CC1)CC1N(CCCC1)C1=C2C(N(C(C2=CC=C1)=O)C1C(NC(CC1)=O)=O)=O)C=1C=NN(C1)C